C(C)C1=C(C=CC(=C1)F)NC1=C(C(=O)OC)C=C(C=C1)F methyl 2-((2-ethyl-4-fluorophenyl)-amino)-5-fluoro-benzoate